4-[Tert-butyl(dimethyl)silyl]oxy-1-[5-(4,4,5,5-tetramethyl-1,3,2-dioxaborolan-2-yl)-3,6-dihydro-2H-pyridin-1-yl]butan-1-one [Si](C)(C)(C(C)(C)C)OCCCC(=O)N1CCC=C(C1)B1OC(C(O1)(C)C)(C)C